N=1NC(=CC1)[C@H](C)NC(=O)[C@H]1CN(CC[C@@H]1NC(=O)C1=NOC(=C1)C1=C(C=C(C=C1)F)F)CC1CC1 (3S,4S)-1-Cyclopropylmethyl-4-{[5-(2,4-difluoro-phenyl)-isoxazole-3-carbonyl]-amino}-piperidine-3-carboxylic acid [(1S)-1-(2H-pyrazol-3-yl)-ethyl]-amide